FC=1C(=NC(=NC1)NC1=NC=C(C=C1)N1CCC(CC1)N1CCNCC1)C=1C=C(C2=C(N(C(=N2)C)C(C)C)C1)F 5-fluoro-4-(4-fluoro-1-isopropyl-2-methyl-1H-benzo[d]imidazol-6-yl)-N-(5-(4-(piperazin-1-yl)piperidin-1-yl)pyridin-2-yl)pyrimidin-2-amine